((6-fluoro-2-methyl-1,2,3,4-tetrahydroisoquinolin-7-yl)amino)-5-((3-methylpyridin-2-yl)amino)-1,2,4-triazine-6-carboxamide FC=1C=C2CCN(CC2=CC1NC=1N=NC(=C(N1)NC1=NC=CC=C1C)C(=O)N)C